C(C)(C)(C)S(=O)NC(C)C1=CC(=NC(=C1)C1=CC=C(C=C1)F)OC1[C@@H]2CN(C[C@H]12)C(=O)OCC1=CC=CC=C1 benzyl (1R,5S,6s)-6-((4-(1-((tert-butylsulfinyl)amino)ethyl)-6-(4-fluorophenyl)pyridin-2-yl)oxy)-3-azabicyclo[3.1.0]hexane-3-carboxylate